tert-butyl-4-[2-[4-[2-[(2R)-2-(difluoromethyl)azetidin-1-yl]-5-ethyl-6-(trifluoromethyl)pyrimidin-4-yl]pyrazol-1-yl]acetyl]piperazine-1-carboxylate C(C)(C)(C)OC(=O)N1CCN(CC1)C(CN1N=CC(=C1)C1=NC(=NC(=C1CC)C(F)(F)F)N1[C@H](CC1)C(F)F)=O